(2R,3R)-Butanediol C(CCC)(O)O